trimethacryloxypropyltris(trimethylsiloxy)silane C(C(=C)C)(=O)OC(CC[Si](O[Si](C)(C)C)(O[Si](C)(C)C)O[Si](C)(C)C)(OC(C(=C)C)=O)OC(C(=C)C)=O